n-octyl-(5-bromopentyl)phenylsilane C(CCCCCCC)[SiH](C1=CC=CC=C1)CCCCCBr